1-((1R,5S,6r)-6-((5-(imidazo[1,2-a]pyridin-6-yl)-4-methoxypyrrolo[2,1-f][1,2,4]triazin-2-yl)amino)-3-azabicyclo[3.1.0]hexan-3-yl)ethan-1-one N=1C=CN2C1C=CC(=C2)C=2C=CN1N=C(N=C(C12)OC)NC1[C@@H]2CN(C[C@H]12)C(C)=O